4-(3-ethylphenyl)-piperidine hydrochloride Cl.C(C)C=1C=C(C=CC1)C1CCNCC1